FC=1C(=C(C=CC1F)[C@H]1[C@@H](O[C@]([C@H]1C)(C(F)(F)F)C)C(=O)NC1=CC(=NC=C1)C1(CC1)O)OC (2R,3S,4S,5R)-3-(3,4-Difluoro-2-methoxyphenyl)-N-(2-(1-hydroxycyclopropyl)pyridin-4-yl)-4,5-dimethyl-5-(trifluoromethyl)tetrahydrofuran-2-carboxamide